5-(aminomethyl)-2-(3-phenoxyphenyl)-1,4-oxazepan-3-one NCC1NC(C(OCC1)C1=CC(=CC=C1)OC1=CC=CC=C1)=O